Ammonium 2-(N-ethylperfluorooctanesulfonamido)acetate C(C)N(S(=O)(=O)C(C(C(C(C(C(C(C(F)(F)F)(F)F)(F)F)(F)F)(F)F)(F)F)(F)F)(F)F)CC(=O)[O-].[NH4+]